(S)-2-((R)-2-((S)-2-(6-(2,5-dioxo-2,5-dihydro-1H-pyrrol-1-yl)hexanamido)propionamido)propionamido)-N'-(4-(hydroxymethyl)phenyl)succinamide O=C1N(C(C=C1)=O)CCCCCC(=O)N[C@H](C(=O)N[C@@H](C(=O)N[C@H](C(=O)N)CC(=O)NC1=CC=C(C=C1)CO)C)C